1-(exo-3-((4-((4-([1,2,4]Triazolo[1,5-a]pyridin-7-yloxy)-3-methylphenyl)amino)-7-methoxyquinazolin-6-yl)oxy)-8-azabicyclo[3.2.1]octan-8-yl)prop-2-en-1-one N=1C=NN2C1C=C(C=C2)OC2=C(C=C(C=C2)NC2=NC=NC1=CC(=C(C=C21)OC2CC1CCC(C2)N1C(C=C)=O)OC)C